(S)-4-(3-(5-(trifluoromethyl)pyridin-2-yloxy)pyrrolidin-1-yl)biphenyl-3-carboxamide HCl salt Cl.FC(C=1C=CC(=NC1)O[C@@H]1CN(CC1)C1=C(C=C(C=C1)C1=CC=CC=C1)C(=O)N)(F)F